O1COCC=C1 1,3-dioxa-pyridine